N[C@@H](C(C)C)C(=O)O[C@@H]1[C@H](O[C@@]([C@@H]1O)(C#N)C1=CC=C2C(=NC=NN21)N)COC(CC2=CC=CC=C2)=O (2R,3S,4R,5R)-5-(4-aminopyrrolo[2,1-f][1,2,4]triazin-7-yl)-5-cyano-4-hydroxy-2-((2-phenylacetoxy)methyl)tetrahydrofuran-3-yl L-valinate